COC=1C=C2C=C(C=NC2=CC1)N(C1CCN(CC1)CC(=O)N1[C@@H](CCC1)C#N)C (S)-1-(2-(4-((6-Methoxychinolin-3-yl)(methyl)amino)piperidin-1-yl)acetyl)pyrrolidin-2-carbonitril